bis(2-di-isopropylphosphinoethyl)amine C(C)(C)P(CCNCCP(C(C)C)C(C)C)C(C)C